(±)-Ethyl 2-((2-chloro-4-(4-(3-chlorophenyl)-2,3-dimethylpiperazine-1-carbonyl)phenyl)thio)acetate ClC1=C(C=CC(=C1)C(=O)N1C(C(N(CC1)C1=CC(=CC=C1)Cl)C)C)SCC(=O)OCC